2-((S)-4,4-difluoro-3-(6-oxo-1,6-dihydropyridin-3-yl)piperidin-1-yl)-N-(5-(thiophen-2-yl)pyridin-2-yl)propanamide FC1([C@H](CN(CC1)C(C(=O)NC1=NC=C(C=C1)C=1SC=CC1)C)C1=CNC(C=C1)=O)F